N1(CCC1)CC1=C(N=C(O1)N1CC(C1)(CC)CC)C(=O)NC1=CC(=C(C(=C1)C)OC1CC2CC2C1)F 5-(azetidin-1-ylmethyl)-N-(4-(cis-bicyclo[3.1.0]hexane-3-yloxy)-3-fluoro-5-methylphenyl)-2-(3,3-diethyl-azetidin-1-yl)oxazole-4-carboxamide